(5RS,6RS)-2-[(5-chloropyridin-2-yl)methyl]-3-oxo-6-(trifluoromethyl)-2,3,5,6,7,8-hexahydro[1,2,4]triazolo[4,3-a]pyridine-5-carboxylate ClC=1C=CC(=NC1)CN1N=C2N([C@H]([C@@H](CC2)C(F)(F)F)C(=O)[O-])C1=O |r|